ClC1=CNC=2N=C(N=C(C21)NC)NC2=C(C=C(C=C2)P2(CCN(CC2)C2CCOCC2)=O)OC 4-(4-((5-chloro-4-(methylamino)-7H-pyrrolo[2,3-d]pyrimidin-2-yl)amino)-3-methoxyphenyl)-1-(tetrahydro-2H-pyran-4-yl)-1,4-azaphosphinane 4-oxide